S1C=NC(=C1)C1=CC=C(C=O)C=C1 4-(thiazol-4-yl)benzaldehyde